2-bromo-6,8-dimethyl-[1,2,4]triazolo[1,5-a]pyrazine BrC1=NN2C(C(=NC(=C2)C)C)=N1